C(#N)[C@H](C[C@H]1C(NCCC1)=O)NC(=O)[C@@H]1N([C@@H]2CC([C@H]1CC2)(F)F)C([C@H](C(C)(C)C)NC(C(F)(F)F)=O)=O (1S,3R,4S)-N-[(1S)-1-cyano-2-[(3S)-2-oxo-3-piperidyl]ethyl]-2-[(2S)-3,3-dimethyl-2-[(2,2,2-trifluoroacetyl)amino]butanoyl]-5,5-difluoro-2-azabicyclo[2.2.2]octane-3-carboxamide